CN1CC2=C(CC1)N=C(S2)C(=O)[O-] 4,5,6,7-tetrahydro-5-methyl-thiazolo[5,4-c]pyridine-2-carboxylate